3-[2,3-bis(3-sulfopropoxy)propoxy]propane-1-thiol S(=O)(=O)(O)CCCOC(COCCCS)COCCCS(=O)(=O)O